C(C)(C)(C)OC(=O)NCCCCCCN1N=CC(=C1)B(O)O (1-(6-((tert-Butoxycarbonyl)amino)hexyl)-1H-pyrazol-4-yl)boronic acid